2-(4-acryloyl-3,3-dimethylpiperazin-1-yl)-N-[(1R,2S)-1-hydroxy-1-phenylpropan-2-yl]-5H-pyrrolo[2,3-b]pyrazine-7-carboxamide C(C=C)(=O)N1C(CN(CC1)C=1N=C2C(=NC1)NC=C2C(=O)N[C@H]([C@@H](C2=CC=CC=C2)O)C)(C)C